(2S,4R)-N-[(S)-(4-cyclopropyl-3-fluorophenyl)(phenyl)methyl]-4-fluoro-1-{2-[2-oxo-4-(2,2,2-trifluoroethyl)piperazin-1-yl]acetyl}pyrrolidine-2-carboxamide C1(CC1)C1=C(C=C(C=C1)[C@@H](NC(=O)[C@H]1N(C[C@@H](C1)F)C(CN1C(CN(CC1)CC(F)(F)F)=O)=O)C1=CC=CC=C1)F